(1S,2S)-1,3-dihydroxy-1-(4-nitrophenyl)propan-2-aminium O[C@H]([C@H](CO)[NH3+])C1=CC=C(C=C1)[N+](=O)[O-]